C=C(C(=O)O)CCOC1=CC=C(C=C1)C(C=CC1=CC=CC=C1)=O 2-Methylidene-4-[4-(3-phenylprop-2-enoyl)phenoxy]butanoic acid